(+)-lysine N[C@@H](CCCCN)C(=O)O